C(C)C1=CC=C2C(=N1)C(=CN2)NC2=NC1=C(N2C)C=CC(=C1)C(F)(F)F N-(5-ethyl-1H-pyrrolo[3,2-b]pyridin-3-yl)-1-methyl-5-(trifluoromethyl)-1H-benzo[d]imidazol-2-amine